N-((2-Methyl-5-nitrophenyl)carbamothioyl)acetamide CC1=C(C=C(C=C1)[N+](=O)[O-])NC(=S)NC(C)=O